NCCCNCC(F)F 3-amino-N-(2,2-difluoroethyl)propylamine